C(#N)C1=C2C(=C(N=N1)C=1SC=CC1)N=CC=N2 5-cyano-8-(2-thienyl)pyrazino[2,3-D]Pyridazine